C1(=CC=CC1)C/C(=N/C1=CC=C(C=C1)OC)/C1=C(C=CC=C1)C (Z)-2-(cyclopenta-1,3-dien-1-yl)-N-(4-methoxyphenyl)-1-(o-tolyl)ethan-imine